tert-butyl ((3S,3aR,6S,6aR)-6-(2-aminoacetamido)-hexahydrofuro[3,2-b]furan-3-yl)carbamate NCC(=O)N[C@H]1CO[C@H]2[C@@H]1OC[C@@H]2NC(OC(C)(C)C)=O